(3-hydroxy-4-methoxypyridinoyl)-L-alanine (2S,3S)-3-(4-fluoro-2-methylphenyl)-4-methylpent-2-yl ester FC1=CC(=C(C=C1)[C@@H]([C@H](C)OC([C@@H](NC(=O)C1=NC=CC(=C1O)OC)C)=O)C(C)C)C